4-[bis(2,4-dimethoxybiphenyl-4-yl)amino]biphenyl-4-carboxylic acid COC1=C(C=CC(C1)(OC)N(C1(CC=C(C=C1)C1=CC=CC=C1)C(=O)O)C1(CC(=C(C=C1)C1=CC=CC=C1)OC)OC)C1=CC=CC=C1